Cl.Cl.C1=NC=CC2=CC(=CC=C12)NC(=O)[C@H]1[C@@H](C1)C1=CC=C(C=C1)S(N[C@H]1CNCCC1)(=O)=O |o1:26| (rel)-(1R,2R)-N-(isoquinolin-6-yl)-2-(4-(N-(piperidin-3-yl)sulfamoyl)phenyl)cyclopropane-1-carboxamide dihydrochloride